FC(C1=CC=C2C(=NNC2=C1)C1=CC(=NO1)C1=CC=C(C(=O)O)C=C1)(F)F 4-[5-(6-trifluoromethyl-1H-indazol-3-yl)-isoxazol-3-yl]-benzoic acid